3-[4-chloro-5-cyclopropyl-3-(trifluoromethyl)pyrazol-1-yl]-N-(5-chloro-2-methyl-1,3-benzoxazol-6-yl)-N-methyl-benzamide ClC=1C(=NN(C1C1CC1)C=1C=C(C(=O)N(C)C2=CC3=C(N=C(O3)C)C=C2Cl)C=CC1)C(F)(F)F